3-AMINOTHIETANE-3-CARBOXYLIC ACID NC1(CSC1)C(=O)O